Amphetamine oxime acetate C/C(=N/OC(=O)C)/CC1=CC=CC=C1